4-hydrazinyl-1-(oxan-4-yl)-6-oxo-1,6-dihydropyridine-3-carboxylic acid N(N)C=1C(=CN(C(C1)=O)C1CCOCC1)C(=O)O